N1(N=CN=C1)C1=CC=C(C(=N1)OC(F)(F)F)NC(OC)=O Methyl (6-(1H-1,2,4-triazol-1-yl)-2-(trifluoromethoxy)pyridin-3-yl)carbamate